(2S,4R)-1-(2-(3-acetyl-5-(5-methylpyrazin-2-yl)-1H-indazol-1-yl)acetyl)-N-(6-bromo-3-methylpyridin-2-yl)-4-fluoropyrrolidine-2-carboxamide C(C)(=O)C1=NN(C2=CC=C(C=C12)C1=NC=C(N=C1)C)CC(=O)N1[C@@H](C[C@H](C1)F)C(=O)NC1=NC(=CC=C1C)Br